C(#N)C=1C=C(C=CC1)C=1N=C(SC1C1=CC(=NC(=C1)C)C)NC(=O)N1C[C@@H](CC1)C(=O)N (3R)-N1-[4-(3-cyanophenyl)-5-(2,6-dimethyl-4-pyridinyl)thiazol-2-yl]pyrrolidine-1,3-dicarboxamide